C1(CC1)C=1N=CC2=C3C(=CC(=C2C1)S(NCC(C)C)(=O)=O)CC[C@H]3NC(=O)C=3C=NC=CC3 |o1:23| N-[(9R*)-3-cyclopropyl-5-(2-methylpropylsulfamoyl)-8,9-dihydro-7H-cyclopenta[h]isoquinolin-9-yl]pyridine-3-carboxamide